(2R,4S)-2-(cyclohex-1-en-1-yl)-4-methyl-N-(E-3-(methylsulfonyl)allyl)piperidine-1-carboxamide (2S)-2-[methyl(3-sulfanylpropanoyl)amino]propanoate CN([C@H](C(=O)O)C)C(CCS)=O.C1(=CCCCC1)[C@@H]1N(CC[C@@H](C1)C)C(=O)NC\C=C\S(=O)(=O)C